2-(1-cyclopropylethyl)-6-(1-(cyclopropylsulfonyl)ethyl)phenol C1(CC1)C(C)C1=C(C(=CC=C1)C(C)S(=O)(=O)C1CC1)O